NC=1C=2N(C3=CC(=CC=C3N1)C(=O)N([C@@H]1COC3=NC(=CC=C31)C(F)(F)F)CC3CC3)C=NC2 (S)-4-amino-N-(cyclopropylmethyl)-N-(6-(trifluoromethyl)-2,3-dihydrofuro[2,3-b]pyridin-3-yl)imidazo[1,5-a]quinoxaline-8-carboxamide